ClC1=CC(=C(CC=2OC3=C(C2)C=CC(=C3)C(=O)O)C=C1)C(F)(F)F 2-(4-chloro-2-(trifluoromethyl)benzyl)benzofuran-6-carboxylic acid